NC1=C(C=NN1C1=C(C=CC=C1)C(F)(F)F)C#N 5-amino-1-(2-(trifluoromethyl)phenyl)-1H-pyrazole-4-carbonitrile